6-((2,6-dioxopiperidin-3-yl)(methyl)amino)-2H-spiro[benzofuran-3,4'-piperidine]-1'-carboxylic acid tert-butyl ester C(C)(C)(C)OC(=O)N1CCC2(CC1)COC1=C2C=CC(=C1)N(C)C1C(NC(CC1)=O)=O